2-fluoro-4-[(4-methylpyrimidin-2-yl)oxylphenyl]-7-methyl-7H-pyrrolo[2,3-d]pyrimidin-4-amine FC=1NC(C2=C(N1)N(C=C2)C)(N)C2=C(C=CC=C2)OC2=NC=CC(=N2)C